CN1CCN(CC1)C=1C=C(C=CC1)N1C(N(CC1)C=1C=C2CN(C(C2=CC1)=O)C1C(NC(CC1)=O)=O)=O 3-(5-(3-(3-(4-methylpiperazin-1-yl)phenyl)-2-oxoimidazolidin-1-yl)-1-oxoisoindolin-2-yl)piperidine-2,6-dione